N[C@@H](C(=O)O)CC1=CC=C(C=C1)OCC(=O)N1CC(N(CC1)C1=CC(=CC=C1)C=1C(=C2C(=NC1)NC=C2CC)Cl)=O (R)-2-amino-3-(4-(2-(4-(3-(4-chloro-3-ethyl-1H-pyrrolo[2,3-b]pyridin-5-yl)phenyl)-3-oxopiperazin-1-yl)-2-oxoethoxy)phenyl)propanoic acid